6-(2-(2-oxa-6-azaspiro[3.3]hept-6-yl)ethoxy)-4-(6-(4-((6-methoxypyridine-3-yl)methyl)piperazin-1-yl)pyridin-3-yl)pyrazolo[1,5-a]pyridine-3-carbonitrile C1OCC12CN(C2)CCOC=2C=C(C=1N(C2)N=CC1C#N)C=1C=NC(=CC1)N1CCN(CC1)CC=1C=NC(=CC1)OC